FC=1C=CC2=C(N=C(S2)NC2=C(C(=C(N=N2)NC=2SC=C(N2)C(=O)O)C)C)C1 2-[[6-[(5-fluoro-1,3-benzothiazol-2-yl)amino]-4,5-dimethyl-pyridazin-3-yl]amino]thiazole-4-carboxylic acid